tert-butyl 2-(((R)-1-(7-methyl-2-((R)-1-methylisoindolin-2-yl)-4-oxo-4H-pyrido[1,2-a]pyrimidin-9-yl)ethyl)amino)benzoate CC=1C=C(C=2N(C(C=C(N2)N2[C@@H](C3=CC=CC=C3C2)C)=O)C1)[C@@H](C)NC1=C(C(=O)OC(C)(C)C)C=CC=C1